C1(=CC=CC=C1)C(C(=O)OC(C(C(CC)OC(C1=CC=CC=C1)=O)C)CC)=O 4-methyl-3,5-heptanediol benzoate phenylglyoxylate